ClC=1C(=C(C=C(C1)Cl)NC(=O)NC1=CC(=NC=C1)Cl)CCO 1-[3,5-dichloro-2-(2-hydroxyethyl)phenyl]-3-(2-chloropyridin-4-yl)urea